N-[[4-[rac-(1S)-1,2-dihydroxyethyl]-1-[3-(trifluoromethoxy)phenyl]pyrazolo[3,4-b]pyridin-3-yl]methyl]prop-2-enamide O[C@H](CO)C1=C2C(=NC=C1)N(N=C2CNC(C=C)=O)C2=CC(=CC=C2)OC(F)(F)F |r|